4-amino-7-fluoro-N-methyl-N-((5-(trifluoromethyl)-2-pyridinyl)methyl)-1,3-dihydrofuro[3,4-c]quinoline-8-carboxamide NC1=NC=2C=C(C(=CC2C2=C1COC2)C(=O)N(CC2=NC=C(C=C2)C(F)(F)F)C)F